ClC1=CC=C(N=N1)C(=O)[O-] 6-chloro-pyridazine-3-carboxylate